FC(C1(CC1)NC(O[C@H]1C[C@H](CC1)C1=CC(=NN1)NC=1N=NC=CC1)=O)(F)F (1R,3S)-3-(3-(pyridazin-3-ylamino)-1H-pyrazol-5-yl)cyclopentyl (1-(trifluoromethyl)cyclopropyl)carbamate